(6R)-6-[[2-(5-fluoro-3-pyridyl)-8-isopropyl-pyrazolo[1,5-a][1,3,5]triazin-4-yl]amino]-1,4,6,7-tetrahydroimidazo[4,5-b]pyridin-5-one FC=1C=C(C=NC1)C1=NC=2N(C(=N1)N[C@@H]1CC3=C(NC1=O)N=CN3)N=CC2C(C)C